O1COC2=C1C=CC(=C2)C2=NN1C(N(C(=C(C1=O)N1CCN(CC1)C(=O)OC(C)(C)C)CC)CC(NC1=C(C=C(C=C1)C(F)(F)F)Cl)=O)=N2 tert-butyl 4-[2-(2H-1,3-benzodioxol-5-yl)-4-({[2-chloro-4-(trifluoromethyl) phenyl]carbamoyl}methyl)-5-ethyl-7-oxo-[1,2,4]triazolo[1,5-a]pyrimidin-6-yl]piperazine-1-carboxylate